(2-(((2R,3S,4R,5R)-5-((2-chloro-4-(cyclopentylamino)pyrrolo[2,1-f][1,2,4]triazin-7-yl)methyl)-3,4-dihydroxytetrahydrofuran-2-yl)methoxy)-1-hydroxyl-3-methoxypropan-2-yl)phosphonic acid ClC1=NN2C(C(=N1)NC1CCCC1)=CC=C2C[C@@H]2[C@@H]([C@@H]([C@H](O2)COC(CO)(COC)P(O)(O)=O)O)O